N-(1-((3-phenyl-1,2,4-oxadiazol-5-yl)methyl)-3-(5,5-dimethyl-1,3-dioxan-2-yl)-2-oxoindol-5-yl)amide C1(=CC=CC=C1)C1=NOC(=N1)CN1C(C(C2=CC(=CC=C12)[NH-])C1OCC(CO1)(C)C)=O